((7R)-7-amino-2-azabicyclo[2.2.1]hept-2-yl)(2-(1-(cyclopropylmethyl)-6-(2-fluoro-3-hydroxyphenyl)-1H-indol-2-yl)-3-methylbenzofuran-6-yl)methanone N[C@H]1C2N(CC1CC2)C(=O)C2=CC1=C(C(=C(O1)C=1N(C3=CC(=CC=C3C1)C1=C(C(=CC=C1)O)F)CC1CC1)C)C=C2